(S)-2-amino-N-((3S,5R,8R,9S,10S,13R,14S,17R)-14-hydroxy-10,13-dimethyl-17-(5-oxo-2,5-dihydrofuran-3-yl)hexadecahydro-1H-cyclopenta[a]phenanthren-3-yl)-3-methylbutanamide N[C@H](C(=O)N[C@H]1CC[C@@]2([C@H]3CC[C@@]4([C@H](CC[C@@]4([C@@H]3CC[C@@H]2C1)O)C=1COC(C1)=O)C)C)C(C)C